Cl.NC(C(=O)N1CCN(CC1)C(=O)NC1=NC(N(C=C1)C1=CC(=C(C=C1)CCN1CCC(CCC1)N)F)=O)(C)C 4-(2-Amino-2-methylpropanoyl)-N-(1-(4-(2-(4-aminoazepan-1-yl)ethyl)-3-fluorophenyl)-2-oxo-1,2-dihydropyrimidin-4-yl)piperazine-1-carboxamide hydrochloride salt